2,6-dimethoxybenzene-1-sulfonamide COC1=C(C(=CC=C1)OC)S(=O)(=O)N